(S)-2-(4-(6-((4-cyano-2-fluorobenzyl)oxy)-5-fluoropyridin-2-yl)-2,3,6-trifluorobenzyl)-1-(4,4-dimethyltetrahydrofuran-3-yl)-1H-benzo[d]imidazole-6-carboxylic acid C(#N)C1=CC(=C(COC2=C(C=CC(=N2)C2=C(C(=C(CC3=NC4=C(N3[C@@H]3COCC3(C)C)C=C(C=C4)C(=O)O)C(=C2)F)F)F)F)C=C1)F